(3-isopropoxy-4-((6-(piperazin-1-yl)pyrido[3,2-d]pyrimidin-4-yl)amino)phenyl)dimethylphosphine C(C)(C)OC=1C=C(C=CC1NC=1C2=C(N=CN1)C=CC(=N2)N2CCNCC2)P(C)C